methyl 2,4-difluoro-6-iodobenzoate FC1=C(C(=O)OC)C(=CC(=C1)F)I